C(C=C)(=O)N1CCN(C(CC1)=O)C=1OC(=CC1)C 1-acryloyl-4-(5-methylfuran-2-yl)-1,4-diazepan-5-one